ClC1=CC=C(CN2C3(CN(C3)C3=NC=CC=N3)C(N(CC2=O)C(C)C)=O)C=C1 5-(4-chlorobenzyl)-8-isopropyl-2-(pyrimidin-2-yl)-2,5,8-triazaspiro-[3.5]nonane-6,9-dione